tellurium disulphide rhodium(III) [Rh+3].[Te](=S)=S